tert-butyl (S)-(1-(3-([1,1'-biphenyl]-3-carboxamido)-5-(4-methyl-1H-imidazol-1-yl)benzyl)piperidin-3-yl)carbamate C1(=CC(=CC=C1)C(=O)NC=1C=C(CN2C[C@H](CCC2)NC(OC(C)(C)C)=O)C=C(C1)N1C=NC(=C1)C)C1=CC=CC=C1